[(8R)-5-(4-chloro-1,3,5-triazin-2-yl)-5-azaspiro[2.5]octan-8-yl]-[(3S)-3-(5-fluoro-6-methyl-3-pyridyl)isoxazolidin-2-yl]methanone ClC1=NC(=NC=N1)N1CC2(CC2)[C@@H](CC1)C(=O)N1OCC[C@H]1C=1C=NC(=C(C1)F)C